perfluoro phenoxypropyl-vinyl ether O(C1=CC=CC=C1)CCCC=COF